C(=C)C1=CC=CC(=N1)C1=NC(=CC=C1)C=C 6,6'-divinyl-2,2'-bipyridyl